N-((6S,7S)-5-((S)-3,3-difluoro-2-hydroxypropanoyl)-6-((2,5-difluoro-[1,1'-biphenyl]-3-yl)methyl)-5-azaspiro[2.4]heptan-7-yl)-1-fluoromethanesulfonamide FC([C@H](C(=O)N1CC2(CC2)[C@@H]([C@@H]1CC=1C(=C(C=C(C1)F)C1=CC=CC=C1)F)NS(=O)(=O)CF)O)F